8-chloro-5-methyl-11-iodo-5H-dibenzo[b,e][1,4]diazepine ClC=1C=CC2=C(N=C(C3=C(N2C)C=CC=C3)I)C1